FC1=CC=C(CCNC(NC2=CC=C(OC3=NC=NC4=CC(=C(C=C34)NC(CCC(C)C)=O)OC)C=C2)=O)C=C1 N-(4-(4-(3-(4-fluorophenethyl)ureido)phenoxy)-7-methoxyquinazolin-6-yl)-4-methylvaleramide